[3-[6-[(3R)-3-(trifluoromethyl)pyrrolidin-1-yl]-3-pyridyl]azetidin-1-yl]-[6-[3-(trifluoromethyl)-1,2,4-triazol-1-yl]-2-azaspiro[3.3]heptan-2-yl]methanone FC([C@H]1CN(CC1)C1=CC=C(C=N1)C1CN(C1)C(=O)N1CC2(C1)CC(C2)N2N=C(N=C2)C(F)(F)F)(F)F